6-bromo-2-chloro-5-methoxythiazolo[4,5-b]pyrazine BrC=1N=C2C(=NC1OC)N=C(S2)Cl